3,5-dimethyl-1-hexyl acrylate C(C=C)(=O)OCCC(CC(C)C)C